1-ethyl-5,5-difluoro-2,2-dimethoxycyclohexan-1-ol C(C)C1(C(CCC(C1)(F)F)(OC)OC)O